(2S,5R)-5-[4-(3-fluorophenyl)phenyl]-1H-pyrrole-2-carboxamide FC=1C=C(C=CC1)C1=CC=C(C=C1)C1=CC=C(N1)C(=O)N